6-((5-((3S,4S)-4-amino-3-methyl-2-oxa-8-azaspiro[4.5]decan-8-yl)pyrazin-2-yl)thio)-5-chloro-3-(pyrrolidin-3-ylmethyl)quinazolin-4(3H)-one N[C@@H]1[C@@H](OCC12CCN(CC2)C=2N=CC(=NC2)SC=2C(=C1C(N(C=NC1=CC2)CC2CNCC2)=O)Cl)C